2-(1H-benzo-triazole-1-yl)-oxy-1,1,3,3-tetramethyluronium hexafluorophosphate F[P-](F)(F)(F)(F)F.N1(N=NC2=C1C=CC=C2)OOC(=[N+](C)C)N(C)C